4-{[2-(3-{[2-methoxy-4-(morpholine-4-sulfonyl)phenyl]amino}prop-1-yn-1-yl)-1-(2,2,2-trifluoroethyl)-1H-indol-4-yl]amino}-1λ6-thiane-1,1-dione COC1=C(C=CC(=C1)S(=O)(=O)N1CCOCC1)NCC#CC=1N(C2=CC=CC(=C2C1)NC1CCS(CC1)(=O)=O)CC(F)(F)F